S1C(=NC2=C1C=CC=C2)NC(=O)C=2C=CC=C1CCN(CC21)C2=CC=C(C(=N2)C(=O)O)C=2C=NN(C2C)CC2=C(C=CC=C2)OCCN(C)C 6-[8-(1,3-benzothiazol-2-ylcarbamoyl)-3,4-dihydroisoquinolin-2(1H)-yl]-3-(1-{2-[2-(dimethylamino)ethoxy]benzyl}-5-methyl-1H-pyrazol-4-yl)pyridine-2-carboxylic acid